1-((3aR,5s,6aS)-5-((5-(1-(2,2-difluoroethyl)-2-methyl-1H-benzo[d]imidazol-6-yl)-7H-pyrrolo[2,3-d]pyrimidin-2-yl)amino)hexahydrocyclopenta[c]pyrrol-2(1H)-yl)ethan-1-one FC(CN1C(=NC2=C1C=C(C=C2)C2=CNC=1N=C(N=CC12)NC1C[C@@H]2[C@@H](CN(C2)C(C)=O)C1)C)F